N-(5-chloro-2-(4-chloro-1H-1,2,3-triazol-1-yl)benzyl)-1-((6-cyclopropylimidazo[1,2-a]pyridin-2-yl)methyl)-1H-1,2,3-triazole-4-carboxamide ClC=1C=CC(=C(CNC(=O)C=2N=NN(C2)CC=2N=C3N(C=C(C=C3)C3CC3)C2)C1)N1N=NC(=C1)Cl